CC1(CC(=CC=C1C1=CC=C(C=C1)O)O)C 3,3-dimethyl-4,4-biphenol